N-((1S)-1-(4-((1,1-dimethyl-2,3-dihydro-1H-inden-2-yl)amino)phenyl)-2,2,2-trifluoroethyl)-N-methylazetidine-3-carboxamide CC1(C(CC2=CC=CC=C12)NC1=CC=C(C=C1)[C@@H](C(F)(F)F)N(C(=O)C1CNC1)C)C